C(C(C)C)(=O)N1CC2(CC1)CCN(CC2)C2=CC=C(C=N2)C=2C=1N(C=C(C2)C=2C=NN(C2)C)N=CC1C#N 4-(6-(2-isobutyryl-2,8-diazaspiro[4.5]decan-8-yl)pyridin-3-yl)-6-(1-methyl-1H-pyrazol-4-yl)pyrazolo[1,5-a]pyridine-3-carbonitrile